3-(7-{[(4R)-8-Chloro-4-ethyl-1,1-dioxido-3,4-dihydro-2H-5,1,2-benzoxathiazepin-2-yl]methyl}-2,3-dihydro-1H-inden-5-yl)-3-(1,4-dimethyl-1H-benzotriazol-5-yl)propanoic acid ClC1=CC2=C(O[C@@H](CN(S2(=O)=O)CC=2C=C(C=C3CCCC23)C(CC(=O)O)C2=C(C3=C(N(N=N3)C)C=C2)C)CC)C=C1